COC1=CC=C(CN(C2CCC(C2)C(=O)N)C)C=C1 4-((4-methoxybenzyl)(methyl)amino)cyclopentane-1-carboxamide